C/C=C(\C)/C(=O)OC(CC(=O)[O-])C[N+](C)(C)C Tiglylcarnitine